7-(1-hydroxycyclobutyl)-2-methoxyquinoline-3-carboxylic acid OC1(CCC1)C1=CC=C2C=C(C(=NC2=C1)OC)C(=O)O